(R)-1-(2-chlorophenyl)ethyl (4-(6-methoxy-5-(methyl-sulfonamido)pyridin-2-yl)-1-methyl-1H-1,2,3-triazol-5-yl)carbamate COC1=C(C=CC(=N1)C=1N=NN(C1NC(O[C@H](C)C1=C(C=CC=C1)Cl)=O)C)NS(=O)(=O)C